tert-Butyl 4-(1-(3-ethyl-2-oxo-1,2-dihydroquinolin-7-yl)-2-hydroxyethyl)piperazine-1-carboxylate C(C)C=1C(NC2=CC(=CC=C2C1)C(CO)N1CCN(CC1)C(=O)OC(C)(C)C)=O